NC=1C=CC=C2C=CN(C(C12)=O)CC(=O)NCC(F)(F)F 2-(8-amino-1-oxo-2-isoquinolyl)-N-(2,2,2-trifluoroethyl)acetamide